C(CCCCCCC)N.P(=O)(OCC(CCCC)CC)(O)O 2-ethyl-1-hexyl phosphate octylamine salt